N(=C=O)CCC[Si](OCC)(OCC)CC γ-isocyanatopropyl-ethyldiethoxysilane